C1(=CC=CC=C1)C1=CC=2C(C3=CC=CC=C3SC2C(=C1)C1=CC=CC=C1)=O 2,4-diphenylthioxanthone